FC(CC)(F)C1=C(O[C@H](C(=O)O)C)C=CC(=C1)[N+](=O)[O-] (2S)-2-[2-(1,1-difluoropropyl)-4-nitrophenoxy]propanoic acid